BrC1=C(C=CC2=C1C=CS2)F 4-bromo-5-fluorobenzothiophene